5-chloro-7-oxo-7,8-dihydro-6H-spiro[[1,3]oxazolo[5,4-f]quinazoline-9,1'-cyclohexane]-2-carboxamide ClC=1C=C2C(=C3C1NC(NC31CCCCC1)=O)OC(=N2)C(=O)N